BrCC1CCS(CC1)(=O)=O 4-(Bromomethyl)-tetrahydro-2H-thiopyran 1,1-dioxide